N-(2-chloro-4-nitrophenyl)-2-hydroxy-5-nitrobenzamide ClC1=C(C=CC(=C1)[N+](=O)[O-])NC(C1=C(C=CC(=C1)[N+](=O)[O-])O)=O